tin-bismuth-lead oxide [Pb]=O.[Bi].[Sn]